Acryloyl-dimethyl-taurine C(C=C)(=O)C(N(C)C)CS(=O)(=O)O